(2R)-4-methyl-2-(p-tolylsulfonylamino)pentanoic acid CC(C[C@H](C(=O)O)NS(=O)(=O)C1=CC=C(C=C1)C)C